(2,6-di(2-chloroethyl)-1,4-phenylene) ether ClCCC1=C2C(=CC(=C1)O2)CCCl